9-(2,6-dimethylphenyl)-1-methoxy-10-phenylacridine CC1=C(C(=CC=C1)C)C1C2=CC=CC=C2N(C=2C=CC=C(C12)OC)C1=CC=CC=C1